NC=1SC=C(N1)C(=O)NC1CCC(CC1)NC1=CC=CC=2N1C=C(N2)C(F)(F)F 2-amino-N-[(1s,4s)-4-{[2-(trifluoromethyl)imidazo[1,2-a]pyridin-5-yl]amino}cyclohexyl]-1,3-thiazole-4-carboxamide